magnesium acrylic acid C(C=C)(=O)O.[Mg]